4-((bromodifluoromethyl)seleno)-1-p-toluenesulfonyl-piperidine tert-butyl-7-((6-bromo-3-nitropyridin-2-yl)amino)-3,4-dihydroisoquinoline-2(1H)-carboxylate C(C)(C)(C)OC(=O)N1CC2=CC(=CC=C2CC1)NC1=NC(=CC=C1[N+](=O)[O-])Br.BrC([Se]C1CCN(CC1)S(=O)(=O)C1=CC=C(C)C=C1)(F)F